C(CC(C)C)C1=CC=C2C(=N1)N(C(N2C)=O)C(=O)N iso-Pentyl-1-methyl-2-oxo-1,2-dihydro-3H-imidazo[4,5-b]pyridine-3-carboxamide